aza5λ2-benzo[d]benzo[4,5]imidazo[3,2-a]imidazole N1=CC=CC=2[N]C=3N(C21)C2=C(N3)C=CC=C2